CC(N(C)[SiH3])(C)C trimethyl-silyl-dimethyl-amine